C1(NC(C2[C@@H]3CC[C@H](C12)C3)=O)=O (4R,7S)-hexahydro-1H-4,7-methanoisoindole-1,3(2H)-dione